OC1=C(CNC2=C3N=CN(C3=NC=N2)[C@H]2[C@@H](O)[C@H](O)[C@H](O2)CO)C(=CC=C1)OC 6-(2-hydroxy-6-methoxybenzylamino)-9-β-D-arabinofuranosylpurine